ClC=1C=2N(C=C(N1)C=1C=NN(C1)C)N=CC2 4-chloro-6-(1-methyl-1H-pyrazol-4-yl)pyrazolo[1,5-a]Pyrazine